1-((tert-butyl-dimethyl-silyl)oxy)decan-4-ol C(C)(C)(C)[Si](OCCCC(CCCCCC)O)(C)C